C(C)N(C=1SC(=C(N1)C1=CC=C(C=C1)F)C#N)C=1N(N=C2C1N=C(C=C2)C=2C=NC(=NC2)N2CCOCC2)CC 2-(Ethyl-(2-ethyl-5-(2-morpholinylpyrimidin-5-yl)-2H-pyrazolo[4,3-b]pyridin-3-yl)amino)-4-(4-fluorophenyl)thiazole-5-carbonitrile